FC=1C=CC(=NC1)C=1C(=NC(=C(C1C=1C=NC=CC1C)OC)C)C(=O)N (5-Fluoro-2-pyridyl)-5-methoxy-6-methyl-4-(4-methyl-3-pyridyl)pyridine-2-carboxamide